C(C)(C)(C)OC1=CN=CC(=N1)CC=1N(C=2C(=C3CC[C@@H](N(C3=CC2)C(=O)OC)C)N1)C1CCCCC1 (1R,3R)-3-((S)-2-((6-(tert-Butoxy)pyrazin-2-yl)methyl)-6-(methoxycarbonyl)-7-methyl-6,7,8,9-tetrahydro-3H-imidazo[4,5-f]chinolin-3-yl)cyclohexan